(S)-5-((5-methoxy-1H-pyrazol-3-yl)amino)-3-((1-(oxetan-3-yl)ethyl)amino)pyrazine-2-carbonitrile COC1=CC(=NN1)NC=1N=C(C(=NC1)C#N)N[C@@H](C)C1COC1